tert-butyl (2S)-2-[([4-[3,5-bis(trifluoromethyl)phenoxy]-2,5-difluorophenyl]methyl)carbamoyl]pyrrolidine-1-carboxylate FC(C=1C=C(OC2=CC(=C(C=C2F)CNC(=O)[C@H]2N(CCC2)C(=O)OC(C)(C)C)F)C=C(C1)C(F)(F)F)(F)F